rac-Methyl 4-(4,4-difluoropiperidin-3-yl)-3-methylbenzoate FC1([C@@H](CNCC1)C1=C(C=C(C(=O)OC)C=C1)C)F |r|